COC(=O)C1=NN(C(C=C1O)=O)C1=C(C=CC=C1C)F 1-(2-fluoro-6-methylphenyl)-4-hydroxy-6-oxo-1,6-dihydropyridazine-3-carboxylic acid methyl ester